N-[4-(3-Cyanophenyl)-5-(4-methylquinazolin-6-yl)thiazol-2-yl]-1-methyl-3,4,4a,5,7,7a-hexahydro-2H-pyrrolo[3,4-b]pyridine-6-carboxamide C(#N)C=1C=C(C=CC1)C=1N=C(SC1C=1C=C2C(=NC=NC2=CC1)C)NC(=O)N1CC2N(CCCC2C1)C